6,7-dimethyl-2-((2S)-2-(1-methyl-1H-pyrazol-4-yl)-4-morpholinyl)-4-(3,3,3-trifluoropropyl)pteridine CC=1N=C2C(=NC(=NC2=NC1C)N1C[C@@H](OCC1)C=1C=NN(C1)C)CCC(F)(F)F